C(C)(C)(C)OC(=O)N1[C@@H](CN(C[C@@H]1C)C1=C2C=CN=NC2=C(C=C1)C(NC=1C=C(C=2N(C1)C=C(N2)C)F)=O)C (2r,6s)-4-[8-({8-fluoro-2-methylimidazo[1,2-a]pyridin-6-yl}carbamoyl)cinnolin-5-yl]-2,6-dimethylpiperazine-1-carboxylic acid tert-butyl ester